(Z)-2-((4-([1,1'-biphenyl]-2-yl)-6-(4-(oxetan-3-yl)-piperazine-1-carbonyl)quinolin-2-yl)methylene)-1-acetylindolin-3-one C1(=C(C=CC=C1)C1=CC(=NC2=CC=C(C=C12)C(=O)N1CCN(CC1)C1COC1)\C=C\1/N(C2=CC=CC=C2C1=O)C(C)=O)C1=CC=CC=C1